C1OCC12CN(C2)CC2=CC=C(C=C2)C(C)N2C[C@@H](N(C[C@H]2CC)C=2C1=C(N(C(N2)=O)C)C=CC(=N1)C#N)CC 4-((2S,5R)-4-(1-(4-((2-oxa-6-azaspiro[3.3]heptan-6-yl)methyl)phenyl)ethyl)-2,5-diethylpiperazin-1-yl)-1-methyl-2-oxo-1,2-dihydropyrido[3,2-d]pyrimidine-6-carbonitrile